(2-chloro-2'-methylbiphenyl-3,3'-diyl)bis(5-formylpicolinamide) ClC1=C(C=CC=C1C=1C(=NC=C(C1)C=O)C(=O)N)C1=C(C(=CC=C1)C=1C(=NC=C(C1)C=O)C(=O)N)C